3-(3,5-dichloro-2-fluoro-4-(4-hydroxy-3-isopropylbenzyl)phenyl)propanoic acid ClC=1C(=C(C=C(C1CC1=CC(=C(C=C1)O)C(C)C)Cl)CCC(=O)O)F